C(CCCC[C@@H]1SC[C@@H]2NC(=O)N[C@H]12)(=O)C(C(=O)O)CCCCN D-biotinoyl-ε-aminocaproic acid